lithium 3-aminophenoxide NC=1C=C([O-])C=CC1.[Li+]